O[C@@H]1C[C@@H]2[C@]3(CCCC[C@H]3CC[C@H]2[C@@H]2CC[C@H]([C@@H](CCC)C)[C@@]12C)C 12β-hydroxy-5β-cholan